6-(4-((2-ethyl-8-fluoro-3-oxo-3,4-dihydroquinoxalin-6-yl)methyl)piperazin-1-yl)nicotinonitrile C(C)C1=NC2=C(C=C(C=C2NC1=O)CN1CCN(CC1)C1=NC=C(C#N)C=C1)F